ClC=1C(=CC2=C(SC=C2)C1)NC(CN1C=2N(C(C(=C1CC)N1CCN(CC1)C(=O)C1=NC=NC(=C1O)C)=O)N=C(N2)C2=CC=CC=C2)=O N-(6-chlorobenzo[b]thiophene-5-yl)-2-(5-ethyl-6-(4-(5-hydroxy-6-methylpyrimidine-4-carbonyl)piperazin-1-yl)-7-oxo-2-phenyl-[1,2,4]triazolo[1,5-a]pyrimidin-4(7H)-yl)acetamide